N1(C=NC=C1)C1=NC=C(C(=C1)O)C=1N=NC(=CN1)SC1CCNCC1 2-(1H-imidazol-1-yl)-5-(6-(piperidin-4-ylthio)-1,2,4-triazin-3-yl)pyridin-4-ol